C1(CCC1)NC1=CC(=CN=N1)OC1=CC(=C(C=C1)NC1=NC=NC2=CC(=C(C=C12)NC1CCN(CC1)C(C=C)=O)OC)F 1-(4-((4-((4-((6-(cyclobutylamino)pyridazin-4-yl)oxy)-2-fluorophenyl)amino)-7-methoxyquinazolin-6-yl)amino)piperidin-1-yl)prop-2-en-1-one